FC1=CC=C(C=C1)C(C)N1N=CC(=C1)C=1C=C(C=NC1OC)C1=CC=2N(C=C1)N=C(N2)N 7-(5-(1-(1-(4-fluorophenyl)ethyl)-1H-pyrazol-4-yl)-6-methoxypyridin-3-yl)-[1,2,4]triazolo[1,5-a]pyridin-2-amine